N,N-diethylaminochloroethane hydrochloride Cl.C(C)N(CC)C(C)Cl